1-methyl-7-phenyl-1,2,3,4-tetrahydroquinoxaline CN1CCNC2=CC=C(C=C12)C1=CC=CC=C1